C(C)(C)(C)N=[W](N(C)C)(N(C)C)=NC(C)(C)C bis(tert-butylimino)-bis-(dimethylamino)tungsten